FC(C1=CC(=NC=C1C(=O)N)OCC[Si](C)(C)C)F 4-(difluoromethyl)-6-(2-(trimethylsilyl)ethoxy)nicotinamide